BrC1=C2C(=NN(C2=CC=C1)CC(=O)OCC)C1CCN(CC1)C(=O)OC(C)(C)C tert-butyl 4-[4-bromo-1-(2-ethoxy-2-oxoethyl)indazol-3-yl]piperidine-1-carboxylate